(E)-3-(2,6-dichloro-3,5-dimethoxyphenyl)-1-(1-(4-(dimethylamino)but-2-enoyl)piperidin-4-yl)-7-(phenylamino)-1,6-naphthyridin-2(1H)-one ClC1=C(C(=C(C=C1OC)OC)Cl)C=1C(N(C2=CC(=NC=C2C1)NC1=CC=CC=C1)C1CCN(CC1)C(\C=C\CN(C)C)=O)=O